COC(=O)C1=CC=C(C=C1)C1[N@@](C1)C(=O)OC(C)(C)C tert-butyl (R)-2-(4-(methoxycarbonyl)phenyl)aziridine-1-carboxylate